(1R,2S,5S)-3-((N-(2-fluorophenyl)sulfamoyl)carbonyl)-6,6-dimethyl-N-((S)-3-oxo-1-((S)-2-oxopyrrolidin-3-yl)-4-(trifluoromethoxy)butan-2-yl)-3-azabicyclo[3.1.0]hexane-2-carboxamide FC1=C(C=CC=C1)NS(=O)(=O)C(=O)N1[C@@H]([C@H]2C([C@H]2C1)(C)C)C(=O)N[C@@H](C[C@H]1C(NCC1)=O)C(COC(F)(F)F)=O